C1(=CC=CC=C1)NC(=O)C1N(CCC1)C(=O)OC(C)(C)C tert-Butyl 2-(phenylcarbamoyl)pyrrolidine-1-carboxylate